2-bromo-5-((4-chlorobenzyl)oxy)phenol BrC1=C(C=C(C=C1)OCC1=CC=C(C=C1)Cl)O